(R)-2-((tert-butoxycarbonyl)amino)-3-(4-chlorophenyl)propanoic acid C(C)(C)(C)OC(=O)N[C@@H](C(=O)O)CC1=CC=C(C=C1)Cl